methyl-4-(pyridin-3-yl)-1H-pyrrole-2-carboxylic acid methyl ester COC(=O)C=1N(C=C(C1)C=1C=NC=CC1)C